((R)-1-(3-((4-(5-fluoro-2-methoxypyridin-4-yl)-3-((S)-1-methoxy-2,2-dimethylpropyl)benzyl)oxy)phenyl)propan-2-yl)(methyl)phosphinic acid FC=1C(=CC(=NC1)OC)C1=C(C=C(COC=2C=C(C=CC2)C[C@@H](C)P(O)(=O)C)C=C1)[C@H](C(C)(C)C)OC